calcium-yttrium-silicon [Si].[Y].[Ca]